N1=NC(=CC=C1)C(=O)Cl pyridazine-3-carbonyl chloride